(1-(4-cyclobutyl-3-(5-ethyl-4H-1,2,4-triazol-3-yl)benzoyl)piperidin-4-yl)benzonitrile C1(CCC1)C1=C(C=C(C(=O)N2CCC(CC2)C2=C(C#N)C=CC=C2)C=C1)C1=NN=C(N1)CC